C(C1=CC=CC=C1)OC1=C(C=C(C=C1OC)/C=C/C(=O)O[C@@H]1[C@@]2(CC[C@H](C1)C2(C)C)C)OC (1R,2S,4R)-1,7,7-trimethylbicyclo[2.2.1]heptan-2-yl (E)-3-(4-benzyloxy-3,5-dimethoxyphenyl)acrylate